CN(C1=CN(C2=CC=CC=C12)[Se]C1=CC=CC=C1)C N,N-dimethyl-1-(phenylseleno)indol-3-amine